4,6-di-O-benzyl-2-deoxy-2-trichloroacetylamino-α-D-mannopyranose C(C1=CC=CC=C1)O[C@H]1[C@@H]([C@@H]([C@@H](O)O[C@@H]1COCC1=CC=CC=C1)NC(C(Cl)(Cl)Cl)=O)O